7-BROMO-4-FLUOROINDOLE-3-CARBOXALDEHYDE BrC=1C=CC(=C2C(=CNC12)C=O)F